6-(2-bromoethoxy)-3-methyl-1-{[2-(trimethylsilyl)ethoxy]methyl}-1H,2H,3H-imidazo[4,5-b]pyridin-2-one BrCCOC=1C=C2C(=NC1)N(C(N2COCC[Si](C)(C)C)=O)C